BrC=1C=C(C=CC1)C1(CC(C1)C#N)C1=NN=CN1C 3-(3-bromophenyl)-3-(4-methyl-1,2,4-triazol-3-yl)cyclobutanecarbonitrile